C1(=CC=CC=C1)OC=1C=C(COC(C=C)=O)C=CC1 acrylic acid-3-benzeneOxybenzyl ester